2-[3,5-Bis(difluoromethyl)-1H-pyrazol-1-yl]-1-[4-(4-{5-[2-(prop-2-yn-1-yloxy)phenyl]-4,5-dihydro-1,2-oxazol-3-yl}-1,3-thiazol-2-yl)piperidin-1-yl]ethanone FC(C1=NN(C(=C1)C(F)F)CC(=O)N1CCC(CC1)C=1SC=C(N1)C1=NOC(C1)C1=C(C=CC=C1)OCC#C)F